(2S,5R)-5-(2-(benzyloxy)-2-oxoethyl)pyrrolidine-2-carboxylic acid methyl ester hydrochloride Cl.COC(=O)[C@H]1N[C@H](CC1)CC(=O)OCC1=CC=CC=C1